Furan-2,3,4-Triol O1C(=C(C(=C1)O)O)O